CC(C)OC=1C=C2C3=NNC4=CC=C(OCCCN=COCC(C1)=C2)C=C34 4-(propan-2-yloxy)-8,14-dioxa-10,19,20-triazatetracyclo[13.5.2.12,6.018,21]tricosa-1(20),2,4,6(23),15,17,21-heptaen-9-ene